C1(CCCCC1)CN1N=C2C=CC=CC2=C1C(=O)NC1=CC(=CC=C1)S(N)(=O)=O 2-(cyclohexylmethyl)-N-(3-sulfamoylphenyl)-2H-indazole-3-carboxamide